(S)-5-((5-(4-chloro-2-methoxy-6-(thiomorpholin-2-ylmethoxy)phenyl)-1H-pyrazol-3-yl)amino)pyrazine-2-carbonitrile ClC1=CC(=C(C(=C1)OC[C@@H]1CNCCS1)C1=CC(=NN1)NC=1N=CC(=NC1)C#N)OC